O1CC(C1)N1CCN(CC1)CC(C(=O)O)=C 2-{[4-(oxetan-3-yl)piperazin-1-yl]methyl}prop-2-enoic acid